(Z)-1-acetyl-2-((6-((1,1-dioxidothiomorpholino)methyl)quinolin-2-yl)methylene)indolin-3-one C(C)(=O)N1\C(\C(C2=CC=CC=C12)=O)=C/C1=NC2=CC=C(C=C2C=C1)CN1CCS(CC1)(=O)=O